2-[(2R)-2,3-dihydro[1,4]dioxino[2,3-b]pyridin-2-ylmethyl]-8-methyl-N-(4-methylbenzyl)-4,5-dihydro-2H-furo[2,3-g]indazole-7-carboxamide O1[C@@H](COC2=NC=CC=C21)CN2N=C1C3=C(CCC1=C2)OC(=C3C)C(=O)NCC3=CC=C(C=C3)C